(4-(4-amino-7-(piperidin-4-yl)-7H-pyrrolo[2,3-d]pyrimidin-5-yl)phenyl)-2-oxo-1-phenyl-2,4,6,7-tetrahydro-1H-pyrazolo[5,1-c][1,4]oxazine-3-carboxamide hydrochloride Cl.NC=1C2=C(N=CN1)N(C=C2C2=CC=C(C=C2)C2OCCN1C2=C(C(N1C1=CC=CC=C1)=O)C(=O)N)C1CCNCC1